FC(CCSC1=NC=NC=C1C(=O)NCC1=CC=C(C=C1)F)(C1=CC=C(C=C1)F)F 4-[[3,3-Difluoro-3-(4-fluorophenyl)-propyl]sulfanyl]-N-[(4-fluorophenyl)-methyl]-pyrimidine-5-carboxylic acid amide